3'-amino-4'H-spiro[cyclopropane-1,5'-naphtho[2,1-d][1,2]oxazol]-8'-ylmethanol NC1=NOC2=C1CC1(C3=CC=C(C=C32)CO)CC1